ClC1=C(C=C2C=C(N=CC2=C1)NC(=O)[C@H]1[C@H]([C@@H]1C=1C=NN(C1)C)CC)N1CC[NH+](CC1)[C@]1(COCC1)C (1S,2S,3S)-N-[7-chloro-6-[4-((R)-3-methyltetrahydrofuran-3-yl)piperazin-4-ium-1-yl]-3-isoquinolyl]-2-ethyl-3-(1-methylpyrazol-4-yl)cyclopropanecarboxamide